C(C)C1(COC1)COC1C2CC(C(C1)C2)OCC2(COC2)CC 2,5-bis[(3-ethyl-3-oxetanyl)methoxy]bicyclo[2.2.1]heptane